C1=CC=NC(=C1)SSC2=CC=CC=N2 The molecule is a member of the class of pyridines that is pyridine which is substituted by a pyridin-2-yldisulfanediyl group at position 2. It is a reagent used in molecular biology as an oxidizing agent. Also used in peptide synthesis and for detecting thiols. It has a role as an oxidising agent. It is an organic disulfide and a member of pyridines.